CC1=CC2=C(N=C(O2)CN2C(C3=CN=CC(=C3C=C2)C2=CC=CC=C2)=O)C=C1 2-[(6-methyl-1,3-benzoxazol-2-yl)methyl]-5-phenyl-1,2-dihydro-2,7-naphthyridin-1-one